C(C)(=O)OC[C@H]1COC2=C(O1)C=C(C=C2)C#N [(2R)-7-Cyano-2,3-dihydro-1,4-benzodioxin-2-yl]methyl acetate